ClC=1C=C2C(=C(C(NC2=CC1)=O)C=1CC(N(N1)C(CC)=O)C1=CC=CC=C1)C1=CC=CC=C1 6-chloro-4-phenyl-3-(3-phenyl-2-propanoyl-3,4-dihydropyrazol-5-yl)-1H-quinolin-2-one